CC1=C(C=CC(=C1)C)C1CCN(CC1)C(=O)C1CC2(C1)NC(OC2)=O (2s,4s)-2-(4-(2,4-dimethylphenyl)piperidine-1-carbonyl)-7-oxa-5-azaspiro[3.4]Octane-6-one